2-methyl-2-Imidazoline CC=1NCCN1